C[C@H]1CN(CC1)[C@H]1COC2=CC=CC=C2[C@@H]1N (3R,4S)-3-((R)-3-methylpyrrolidin-1-yl)chroman-4-amine